N-tert-Butylsulfonyl-6-[4-[4-(3-hydroxyphenyl)-3-methylbenzoyl]piperazin-1-yl]pyridazine-3-carboxamide C(C)(C)(C)S(=O)(=O)NC(=O)C=1N=NC(=CC1)N1CCN(CC1)C(C1=CC(=C(C=C1)C1=CC(=CC=C1)O)C)=O